3-(Chlorosulfonyl)azetidine-1-carboxylic acid tert-butyl ester C(C)(C)(C)OC(=O)N1CC(C1)S(=O)(=O)Cl